ClC1=C(C=CC(=C1)F)S(=O)(=O)/C=C/CNC(=O)C=1C(NC=2CCCCC2C1)=O N-[(2E)-3-(2-chloro-4-fluorobenzenesulfonyl)prop-2-en-1-yl]-2-oxo-1,2,5,6,7,8-hexahydroquinoline-3-carboxamide